2-bromo-6-chloro-4-(trifluoromethyl)aniline BrC1=C(N)C(=CC(=C1)C(F)(F)F)Cl